Methanesulfonamidrazone CS(=O)(=N)NN